4-methyl-N-(1,3-diphenylprop-2-en-1-yl)aniline CC1=CC=C(NC(C=CC2=CC=CC=C2)C2=CC=CC=C2)C=C1